NC=1C=C(C2=C(N(C(N2C)=O)C)C1)OC 6-amino-4-methoxy-1,3-dimethyl-1H-benzo[d]imidazol-one